C(C)(=O)C1=CN(C2=CC=C(C=C12)C=1C=NC(=NC1)C(=O)OC)CC(=O)N1[C@@H](C[C@H](C1)F)C(NC=1C(=C(C=CC1)C1=C(C=CC=C1)Cl)F)=O methyl 5-(3-acetyl-1-(2-((2S,4R)-2-(2'-chloro-2-fluorobiphenyl-3-ylcarbamoyl)-4-fluoropyrrolidin-1-yl)-2-oxoethyl)-1H-indol-5-yl)pyrimidine-2-carboxylate